BrC1=CN=C(N1C)[C@@H](C)N(C)C (R)-1-(5-bromo-1-methyl-1H-imidazol-2-yl)-N,N-dimethylethan-1-amine